C1(CC1)COC1=C(C(=C(C(=O)O)C(=C1)C=CC1=CC=C(C=C1)F)O)CC=C(C)C 4-(cyclopropylmethoxy)-6-(4-fluorostyryl)-2-hydroxy-3-(3-methylbut-2-en-1-yl)benzoic acid